4-(N-(1-(tert-Butoxycarbonyl)-4-(hydroxymethyl)pyrrolidin-3-yl)sulfamoyl)-3-fluoro-1-methyl-1H-pyrrole-2-carboxylic acid ethyl ester C(C)OC(=O)C=1N(C=C(C1F)S(NC1CN(CC1CO)C(=O)OC(C)(C)C)(=O)=O)C